BrCCC=COF perfluoro bromoethyl-vinyl ether